C(C)(CC)N([SiH2]CC[SiH2]N(C(C)C)C(C)CC)C(C)C 1,4-bis(sec-butyl-iso-propylamino)-1,4-disilabutane